(3R,S)-3-({2-[4-(S-methylsulfonyl)phenyl][1,2,4]triazolo[1,5-c]quinazolin-5-yl}amino)azepin-2-one CS(=O)(=O)C1=CC=C(C=C1)C1=NN2C(=NC=3C=CC=CC3C2=N1)NC=1C(N=CC=CC1)=O